10,10-dioctyloxy-3-pivaloyloxydecane C(CCCCCCC)OC(CCCCCCC(CC)OC(C(C)(C)C)=O)OCCCCCCCC